ClC1=C(C=CC=C1)C=1N=C(SC1C(=O)NCC1=NC=C(C=C1F)F)N1CCC(CC1)N1C[C@@H](CCC1)C 4-(2-chlorophenyl)-N-[(3,5-difluoropyridin-2-yl)methyl]-2-[(3R)-3-methyl[1,4'-bipiperidin]-1'-yl]-1,3-thiazole-5-carboxamide